FC1=C(C(=CC=C1)OC)C=1C(=NC=NC1)C(=O)NC=1SC(=NN1)OCC1=NC=C(C=C1)CO 5-(2-fluoro-6-methoxyphenyl)-N-(5-((5-(hydroxymethyl)pyridin-2-yl)methoxy)-1,3,4-thiadiazol-2-yl)pyrimidine-4-carboxamide